OC(=O)C(F)(F)F.NC1=C(C=CC=C1)NC(C1=CC=C(C=C1)OCCNC1C(C1)C1=CC=C(C=C1)F)=O N-(2-aminophenyl)-4-(2-((2-(4-fluorophenyl)cyclopropyl)amino)ethoxy)benzamide TFA Salt